(R)-3-(4-amino-6-(cyclopentyl(methyl)amino)pyrido[3,4-d]pyrimidin-8-yl)-2,4-dimethylphenol NC=1C2=C(N=CN1)C(=NC(=C2)N(C)C2CCCC2)C=2C(=C(C=CC2C)O)C